FC(C(=O)O)(F)F.N[C@H](C)C1=CC=C(CNC(=O)[C@@H]2CCC=3N2C(C(=NC3)NCC3=CC(=CC(=C3)C)F)=O)C=C1 (S)-N-(4-((R)-1-aminoethyl)benzyl)-3-((3-fluoro-5-methylbenzyl)amino)-4-oxo-4,6,7,8-tetrahydropyrrolo[1,2-a]pyrazine-6-carboxamide trifluoroacetate